(S)-2-amino-6-propionylamino-4,5,6,7-tetrahydrobenzothiazole NC=1SC2=C(N1)CC[C@@H](C2)NC(CC)=O